7-benzyl-3-nitrobenzimidazo[3,2-a]quinolinium chloride [Cl-].C(C1=CC=CC=C1)[N+]=1C2=C(C=CC=C2)N2C1C=CC=1C=C(C=CC21)[N+](=O)[O-]